N-(3-Chloro-2,4-difluorophenyl)-6-(1,6-diazaspiro[3.3]heptan-6-yl)pyrido[3,2-d]pyrimidin-4-amine ClC=1C(=C(C=CC1F)NC=1C2=C(N=CN1)C=CC(=N2)N2CC1(CCN1)C2)F